ditetradecyl-(trimethylethylphosphine) C(CCCCCCCCCCCCC)P(CC(C)(C)C)CCCCCCCCCCCCCC